C12OCC(CC1)(CC2)CO[C@@H]([C@H](NC(=O)[C@@H]2CN(CC21CN(C1)C(=O)[C@@H]1C(C1)(C)C)C(=O)C1=C(N=C(S1)C)C)C(=O)O)C O-((2-oxabicyclo[2.2.2]octan-4-yl)methyl)-N-((S)-2-((S)-2,2-dimethylcyclopropane-1-carbonyl)-6-(2,4-dimethylthiazole-5-carbonyl)-2,6-diazaspiro[3.4]octane-8-carbonyl)-L-threonine